(R)-2-(6-(2,5-dichloropyrimidin-4-yl)-1-oxoisoindolin-2-yl)propionic acid trifluoroacetate salt FC(C(=O)O)(F)F.ClC1=NC=C(C(=N1)C1=CC=C2CN(C(C2=C1)=O)[C@@H](C(=O)O)C)Cl